C1(=CC=CC=C1)C=1N=NN(C1)C(=O)N[C@@H](CCCCN)C(=O)O (4-Phenyl-1H-1,2,3-triazole-1-carbonyl)-L-lysine